CN1CC(=O)N=C1N 2-amino-1-methylimidazolin-4-one